C(C)OC(=O)C1=NN(C(=C1)F)CC1=CC=CC=C1 1-benzyl-5-fluoro-1H-pyrazole-3-carboxylic acid ethyl ester